C(=O)C=1NC2=CC(=CC=C2C1)OC 2-FORMYL-6-METHOXY-1H-INDOLE